C12(C(CC(CC1)C2)C(=O)O)C(=O)O bicyclo[2.2.1]heptanedicarboxylic acid